2-methoxy-9H-thioxanthone COC1=CC=2C(C3=CC=CC=C3SC2C=C1)=O